Cl.N(=[N+]=[N-])C(CCC[C@@H](N)C(=O)O)N 6-Azido-D-lysine hydrochloride